NC(C(=O)N(C)C1CCC(CC1)N1N=CC(=C1C)C=1C=C(C=2N(C1)N=CC2C#N)SC2=NC=CC=C2F)(C)C 2-amino-N-((1s,4s)-4-(4-(3-cyano-4-((3-fluoropyridin-2-yl)thio)pyrazolo[1,5-a]pyridin-6-yl)-5-methyl-1H-pyrazol-1-yl)cyclohexyl)-N,2-dimethylpropanamide